CN(C1=CC=C(C=C1)C1(OC(=O)C2=CC=CC=C12)C1=C(NC2=CC=CC=C12)C)C 3-(4-dimethylaminophenyl)-3-(2-methylindol-3-yl)phthalide